N1CCC(CC1)C=1C=NC(=NC1)N1C[C@@H]2CNC=3N=NC(=CC3N2CC1)C1=C(C=CC=C1)O 2-[(10S)-12-[5-(4-piperidyl)pyrimidin-2-yl]-1,5,6,8,12-pentazatricyclo[8.4.0.02,7]tetradeca-2(7),3,5-trien-4-yl]phenol